C(C)(C)(C)OC(=O)N1C[C@@H](CCCC1)NC1CC1 (R)-3-(cyclopropylamino)azepane-1-carboxylic acid tert-butyl ester